1-(2,2-difluoroethyl)-N-[4-[(6,7-dimethoxy-1,5-naphthyridin-4-yl)oxy]-3-fluorophenyl]-5-(4-fluoro-2-methylphenyl)-2-methyl-4-oxopyridine-3-carboxamide FC(CN1C(=C(C(C(=C1)C1=C(C=C(C=C1)F)C)=O)C(=O)NC1=CC(=C(C=C1)OC1=CC=NC2=CC(=C(N=C12)OC)OC)F)C)F